COC1=NC=C(N=C1C)C 2-methoxy-3,5-dimethyl-pyrazine